NC1=NC=NN2C1=C(C=C2C=2C=C(C(=NC2)OC)C(=O)NC2CN(CC2F)CC=2OC1=C(N2)C=CC=C1)C(F)(F)F 5-[4-amino-5-(trifluoromethyl)pyrrolo[2,1-f][1,2,4]triazin-7-yl]-N-{1-[(1,3-benzoxazol-2-yl)methyl]-4-fluoropyrrolidin-3-yl}-2-methoxypyridine-3-carboxamide